F[C@H]1CN(CC[C@H]1NC1=CC=CC2=C(N(N=C12)C1=NOC(=N1)CNC(=O)C1CC1)CC(F)(F)F)C N-((3-(7-(((3S,4R)-3-fluoro-1-methylpiperidin-4-yl)amino)-3-(2,2,2-trifluoroethyl)-2H-indazol-2-yl)-1,2,4-oxadiazol-5-yl)methyl)cyclopropanecarboxamide